5-[3-((R)-(-)-5,7-dibromo-1,2,3,4-tetrahydro-naphthalen-1-ylamino)-propylamino]-4H-thieno[3,2-b]pyridin-7-one BrC1=C2CCC[C@H](C2=CC(=C1)Br)NCCCNC1=CC(C2=C(N1)C=CS2)=O